(Z)-N2-((3s,5s,7s)-adamantan-1-yl)-N7-(bicyclo[2.2.1]heptan-2-yl)-9-(hydroxyimino)-9H-fluorene-2,7-disulfonamide C12(CC3CC(CC(C1)C3)C2)NS(=O)(=O)C2=CC=3\C(\C1=CC(=CC=C1C3C=C2)S(=O)(=O)NC2C3CCC(C2)C3)=N/O